FC(C=1C=C(C=CC1)CC=1C=2N(C=CC1)N=CC2C(=O)NC2CC1(C2)CC(C1)C(=O)OCC)(F)F ethyl 2-[[4-[[3-(trifluoromethyl) phenyl] methyl]-pyrazolo[1,5-a]pyridine-3-carbonyl] amino]-spiro[3.3]heptane-6-carboxylate